C(C1CO1)OCC1=C(C=C)C=C(C=C1COCC1CO1)COCC1CO1 2,3,5-tri(glycidoxymethyl)styrene